O=S1(CCC(CC1)C(=O)N1C[C@](CC1)(S(=O)(=O)C1=CC=C(C=C1)F)C1=CC=C(C=C1)B(O)O)=O (R)-(4-(1-(1,1-dioxidotetrahydro-2H-thiopyran-4-carbonyl)-3-((4-fluorophenyl)sulfonyl)pyrrolidin-3-yl)phenyl)boronic acid